2-(5-Morpholinylpentyl)-5-phenylpyridazin-3(2H)-one N1(CCOCC1)CCCCCN1N=CC(=CC1=O)C1=CC=CC=C1